CC=C(C(=O)O)C.COC(C(=C)C)=O.C1(=CC=CC=C1)C1C(C1)NC(=O)N1CCC(CC1)C1=NC(=NO1)C1=NC2=CC=CC=C2C=C1 N-(2-phenylcyclopropyl)-4-(3-(quinolin-2-yl)-1,2,4-oxadiazol-5-yl)piperidine-1-carboxamide methyl-methacrylate (methyl-methacrylate)